(R)-N-(3-methoxy-1-oxo-1-(4-(3-(trifluoromethyl)phenyl)piperazin-1-yl)propan-2-yl)acetamide-2,2,2-d3 COC[C@H](C(N1CCN(CC1)C1=CC(=CC=C1)C(F)(F)F)=O)NC(C([2H])([2H])[2H])=O